3,3'-Iminobis{1-[8-(trimethoxysilyl)octyl]-5-isopropyl-1,2,4-triazole} N(C1=NN(C(=N1)C(C)C)CCCCCCCC[Si](OC)(OC)OC)C1=NN(C(=N1)C(C)C)CCCCCCCC[Si](OC)(OC)OC